OC(CNCC(C)O)C N,N-di[2-hydroxypropyl]amine